4-((2-(1H-pyrazol-4-yl)ethyl)amino)-5,6-dimethyl-N-((1s,3s)-3-phenylcyclobutyl)pyrimidine-2-carboxamide N1N=CC(=C1)CCNC1=NC(=NC(=C1C)C)C(=O)NC1CC(C1)C1=CC=CC=C1